O=C([C@@H](O)[C@@H](O)[C@H](O)CO)O D-Lyxonic acid